ClC=1C(=NC(=NC1)NC1=C(C=C(C=C1)N1CCC(CC1)NCCCCC=1C=C2CN(C(C2=CC1)=O)C1C(NC(CC1)=O)=O)OC)NC1=C(C=CC=C1)P(=O)(OC)OC 3-(5-(4-((1-(4-((5-chloro-4-((2-(dimethylphosphono)phenyl)amino)pyrimidin-2-yl)amino)-3-methoxyphenyl)piperidin-4-yl)amino)butyl)-1-oxoisoindolin-2-yl)piperidine-2,6-dione